rel-(S)-3-[4-(ethylsulfonimidoyl)-3,5-dimethyl-anilino]-5-methyl-6-(1-methylbenzimidazol-4-yl)pyrazine-2-carboxamide C(C)[S@@](=O)(=N)C1=C(C=C(NC=2C(=NC(=C(N2)C)C2=CC=CC=3N(C=NC32)C)C(=O)N)C=C1C)C |o1:2|